C1OC[C@H]2CCCC=C12 (3aS,7aS)-hexahydroisobenzofuran